8-[(1R)-1-Amino-1-deuterio-ethyl]-3,6-dimethyl-2-phenyl-chromen-4-one N[C@@](C)([2H])C=1C=C(C=C2C(C(=C(OC12)C1=CC=CC=C1)C)=O)C